COC1=CC=C(CN(C=2N=C(C3=C(C(=CC=C3C2)F)C#C[Si](C(C)C)(C(C)C)C(C)C)O)CC2=CC=C(C=C2)OC)C=C1 3-(bis(4-methoxybenzyl)amino)-7-fluoro-8-((triisopropylsilyl)ethynyl)isoquinolin-1-ol